CC(CC(C)(C)C)(C)OC1=C(C=CC=C1)C 2-methylphenyl 1,1,3,3-tetramethyl-butyl ether